6-trifluoromethanesulfonyloxy-8-hydroxy-7-(3-methylbutyryl)-9-isobutyl-2,2,4,4-tetramethyl-4,9-dihydro-1H-xanthene-1,3(2H)-dione FC(S(=O)(=O)OC=1C=C2OC=3C(C(C(C(C3C(C2=C(C1C(CC(C)C)=O)O)CC(C)C)=O)(C)C)=O)(C)C)(F)F